O=C1NC(CCC1C1=CC=C(CN2CCN(CC2)C(=O)NC2=CC=C(C=C2)CNC2=CC(=NC=3N2N=CC3C(C)C)N[C@H](CO)CC)C=C1)=O 4-(4-(2,6-dioxopiperidin-3-yl)benzyl)-N-(4-(((5-(((S)-1-hydroxybutan-2-yl)amino)-3-isopropylpyrazolo[1,5-a]pyrimidin-7-yl)amino)methyl)phenyl)piperazine-1-carboxamide